C(C)(=O)OC(C)S mercaptoethanol acetate